ClC=1C=C2C=NNC2=C(C1)C1CC1 5-Chloro-7-cyclopropyl-1H-indazole